ClC=1C=C(C=CC1C)NC(=O)C1=CC=C(C=C1)B(O)O 4-[(3-CHLORO-4-METHYLPHENYL)CARBAMOYL]BENZENEBORONIC ACID